C(C)(C)(C)OC(=O)C1=CC=C2C(OC3(C4=CC=C(C=C4OC=4C=C(C=CC34)CC(=O)[O-])CC(=O)[O-])C2=C1)=O 6-(tert-butoxycarbonyl)-3-oxo-3H-spiro[isobenzofuran-1,9'-xanthene]-3',6'-diyldiacetate